C[C@H]1[C@@H](CCCC1)NC(C=C)=O N-[(1R,2R)-2-methylcyclohexyl]prop-2-enamide